1-methyl-3-(2-nitrovinyl)-1H-indole CN1C=C(C2=CC=CC=C12)C=C[N+](=O)[O-]